2-(3-tert-butyl-2-hydroxy-5-methylphenyl)-5-chlorobenzotriazole C(C)(C)(C)C=1C(=C(C=C(C1)C)N1N=C2C(=N1)C=CC(=C2)Cl)O